C(C1=CC=CC=C1)OC(CCCOC([C@@H](N)C(C)C)=O)=O L-valine-4-(benzyloxy)-4-oxobutyl ester